8-(benzyloxy)-5-((1S)-2-(6,6-dimethyl-3-azabicyclo[3.1.0]hexane-3-yl)-1-hydroxyethyl)quinoline C(C1=CC=CC=C1)OC=1C=CC(=C2C=CC=NC12)[C@@H](CN1CC2C(C2C1)(C)C)O